OCCC1(CCC(CC1)C(=O)N)C(=O)N (β-hydroxyethyl)-1,4-cyclohexanediamide